C(CC)(=O)N PROPIONAMIDE